(9R,10R,11S)-11-(hydroxymethyl)-N-(4-methoxyphenyl)-10-[4-(2-phenylethynyl)phenyl]-1,7-diazabicyclo[7.2.0]undecane-7-carboxamide OC[C@@H]1[C@@H]([C@@H]2CN(CCCCCN12)C(=O)NC1=CC=C(C=C1)OC)C1=CC=C(C=C1)C#CC1=CC=CC=C1